O=C1NC(N2C1CN(CC2)C(=O)OC(C)(C)C)=O.[N+2] nitrogen (ii) tert-butyl 1,3-dioxo-tetrahydro-2H-imidazo[1,5-a]pyrazine-7-carboxylate